OC1(CCC1)C#CC1=CC2=C(OC[C@@H](C(N2C)=O)NC(=O)C2=NC=CC(=C2)OC=2C=NN(C2)C)C=C1 (S)-N-(7-((1-hydroxycyclobutyl)ethynyl)-5-methyl-4-oxo-2,3,4,5-tetrahydrobenzo[b][1,4]oxazepin-3-yl)-4-((1-methyl-1H-pyrazol-4-yl)oxy)pyridineamide